(S)-1-(5-Chloro-2-(3,3-dimethylpiperidin-1-yl)phenoxy)-N-((6-(3-hydroxypyrrolidin-1-yl)pyridin-2-yl)sulfonyl)cyclopropancarboxamid ClC=1C=CC(=C(OC2(CC2)C(=O)NS(=O)(=O)C2=NC(=CC=C2)N2C[C@H](CC2)O)C1)N1CC(CCC1)(C)C